CN1N=CC(=C1C)C1=CN=CC2=CC=CC=C12 4-(1,5-dimethylpyrazol-4-yl)isoquinoline